(2S)-N-(4-(Cyclopropylamino)-3,4-dioxo-1-((S)-2-oxopyrrolidin-3-yl)butan-2-yl)-2-(2-(2,4-dichlorophenoxy)acetamido)-4,4-dimethylpentanamid C1(CC1)NC(C(C(C[C@H]1C(NCC1)=O)NC([C@H](CC(C)(C)C)NC(COC1=C(C=C(C=C1)Cl)Cl)=O)=O)=O)=O